C(C1=CC=CC=C1)OC1=CC(=C(C2=CC=CC=C12)I)OC(NC[C@H]1OC1)=O (R)-(4-(benzyloxy)-1-iodonaphthalen-2-yl)(oxiran-2-ylmethyl)carbamate